2-cyclobutyl-N-(3-(4-methyloxazol-2-yl)-4-(trifluoromethyl)phenyl)acetamide C1(CCC1)CC(=O)NC1=CC(=C(C=C1)C(F)(F)F)C=1OC=C(N1)C